N1(CCC1)C1CCN(CC1)C1=NN(C2=CC=C(C=C12)C=1SC2=C(N1)C=C(C(=C2C2=CC=C(C=C2)Cl)[C@@H](C(=O)O)OC(C)(C)C)C)C (S)-2-(2-(3-(4-(azetidin-1-yl)piperidin-1-yl)-1-methyl-1H-indazol-5-yl)-7-(4-chlorophenyl)-5-methylbenzo[d]thiazol-6-yl)-2-(tert-butoxy)acetic acid